CN1N=CC(=C1)C1=CC2=C(O[C@H](CN2)[C@@H](C2=C(C=CC=C2)C)NCCC2=CC=C(C#N)C=C2)N=C1 |&1:14| 4-(2-(((R and S)-((R)-7-(1-methyl-1H-pyrazol-4-yl)-2,3-dihydro-1H-pyrido[2,3-b][1,4]oxazin-3-yl)(o-tolyl)methyl)amino)ethyl)benzonitrile